2-(4-Chlorophenoxy)-N-(2-(1-(2-(4-chlorophenoxy)acetyl)piperidin-3-yl)ethyl)acetamid ClC1=CC=C(OCC(=O)NCCC2CN(CCC2)C(COC2=CC=C(C=C2)Cl)=O)C=C1